tert-butyl (4R)-2-[4-[2,4-difluoro-6-(2-methoxyethoxy)phenyl]-7-hydroxy-furo[2,3-c]pyridin-5-yl]-4-methyl-6,7-dihydro-4H-pyrazolo[1,5-a]pyrazine-5-carboxylate FC1=C(C(=CC(=C1)F)OCCOC)C1=C2C(=C(N=C1C1=NN3C([C@H](N(CC3)C(=O)OC(C)(C)C)C)=C1)O)OC=C2